ClC1=C(C=CC=C1NC(C1=NC=C(C=C1)CO)=O)C1=C(C(=CC=C1)NC(C1=NC=C(C=C1)C(OC)OC)=O)Cl N-(2,2'-dichloro-3'-(5-(dimethoxymethyl)picolinamido)-[1,1'-biphenyl]-3-yl)-5-(hydroxymethyl)picolinamide